C(C)(C)(C)OC(=O)N1C(=C(C(=C1)CO)OC)C1=C(C=CC=C1)F 2-(2-Fluorophenyl)-4-(hydroxymethyl)-3-methoxy-1H-pyrrole-1-carboxylic acid tert-butyl ester